(5-fluoro-2-methoxyphenyl)boric acid FC=1C=CC(=C(C1)OB(O)O)OC